ClC1=NC=C(C=C1C1=C(C=C(C=C1F)F)F)C 2-chloro-5-methyl-3-(2,4,6-trifluorophenyl)pyridine